OC[C@H]1O[C@H]([C@H]2[C@@H]1OB(O2)C2=CC=CC=C2)N2C(NC(C=C2)\N=C/N(C)C)=O (Z)-N'-(1-((3aR,4R,6R,6aS)-6-(hydroxymethyl)-2-phenyltetrahydrofuro[3,4-d][1,3,2]dioxaborol-4-yl)-2-oxo-1,2,3,4-tetrahydropyrimidin-4-yl)-N,N-dimethylformimidamide